ClC1=C(C=C2C=C(N=CC2=C1)NC(=O)[C@H]1C([C@@H]1C1=NC=CC=C1)(C)C)C1CCN(CC1)[C@@]1(COC[C@@H]1O)C (1R,3R)-N-(7-chloro-6-(1-((3R,4R)-4-hydroxy-3-methyltetrahydrofuran-3-yl)piperidin-4-yl)isoquinolin-3-yl)-2,2-dimethyl-3-(pyridin-2-yl)cyclopropane-1-carboxamide